(5R,8aS)-3-chloro-1-iodomethyl-5-methyl-5,6,8a,9-tetrahydro-8H-7,10-dioxa-2,4,4b-triazaphenanthrene ClC=1N=C(C=2OC[C@@H]3COC[C@H](N3C2N1)C)CI